3-[(4-chloro-2-methoxybenzyl)amino]pyridine-4-carboxylic acid ClC1=CC(=C(CNC=2C=NC=CC2C(=O)O)C=C1)OC